C(C)(=O)[O-] acetate